4-[5-(5-Fluoro-6-methoxy-1H-indazol-3-yl)-isoxazol-3-yl]-benzoic acid FC=1C=C2C(=NNC2=CC1OC)C1=CC(=NO1)C1=CC=C(C(=O)O)C=C1